OC1=C(C=C(C=C1I)C(=O)C1=C(OC2=C1C=CC=C2)CCCC)I (2-butyl-3-benzofuranyl) (4-hydroxy-3,5-diiodophenyl) ketone